hydroxyethanesulphonate OC(C)S(=O)(=O)[O-]